C(C)C=1C(=NC=C(C1)NC(C(=O)OC)(C)C)OCC[C@@H]1C[C@@H](N(CC1)C(=O)OC(C)(C)C)C (2S,4S)-tert-Butyl 4-(2-((3-ethyl-5-((1-methoxy-2-methyl-1-oxopropan-2-yl)amino) pyridin-2-yl)oxy)ethyl)-2-methylpiperidine-1-carboxylate